N-(4-{[6-(5-Chloro-2-Fluorophenyl)Pyridazin-4-yl]Amino}Pyridin-2-yl)-1-Methylpiperidine-4-Carboxamid ClC=1C=CC(=C(C1)C1=CC(=CN=N1)NC1=CC(=NC=C1)NC(=O)C1CCN(CC1)C)F